tert-butyl 4-((3-(2-(3-(6-methylpyridin-2-yl)-4-(quinolin-4-yl)-1H-pyrazol-1-yl)acetamido)-5-fluorobenzoyloxy)methyl)piperidine-1-carboxylate CC1=CC=CC(=N1)C1=NN(C=C1C1=CC=NC2=CC=CC=C12)CC(=O)NC=1C=C(C(=O)OCC2CCN(CC2)C(=O)OC(C)(C)C)C=C(C1)F